C(C(=C)C)(=O)OCCOC1=CC=C(C=C1)C(C)(C)C1=CC=C(C=C1)OCCOC(C(=C)C)=O 2,2-bis-[4-(methacryloxy-ethoxy)phenyl]propane